C(C)(C)(C)OC(NC(C(O)C1=C(C(=CC=C1)Cl)F)(C)C)=O (1-(3-chloro-2-fluorophenyl)-1-hydroxy-2-methylpropan-2-yl)carbamic acid tert-butyl ester